trans-3-(difluoromethoxy)-N-(4-methyl-3-(pyridin-2-yl)phenyl)-6-azabicyclo[3.1.1]heptane-6-carboxamide FC(OC1CC2N(C(C1)C2)C(=O)NC2=CC(=C(C=C2)C)C2=NC=CC=C2)F